N1(CC1)CCC(=O)OCC(COC(CCN1CC1)=O)(COC(CCN1CC1)=O)CO pentaerythritol tri(3-aziridinyl propionate)